CC=1C(=NC(=NC1)NC1=CC(=C(C=C1)N1CCN(CC1)CC)F)C=1C=NN(C1)C(C)C methyl-N-(3-fluoro-4-(4-ethylpiperazin-1-yl)phenyl)-4-(1-isopropyl-1H-pyrazol-4-yl)pyrimidin-2-amine